(2S,4r)-1-[(2S)-2-(4-cyclopropyl-triazol-1-yl)-3,3-dimethyl-butyryl]-4-hydroxy-N-(2-indolin-1-ylsulfonylethyl)pyrrolidine-2-carboxamide C1(CC1)C=1N=NN(C1)[C@H](C(=O)N1[C@@H](C[C@H](C1)O)C(=O)NCCS(=O)(=O)N1CCC2=CC=CC=C12)C(C)(C)C